tert-butyl 4-(6-(pyrazolo[1,5-a]pyridin-3-yl)pyridin-2-yl)piperidine-1-carboxylate N1=CC(=C2N1C=CC=C2)C2=CC=CC(=N2)C2CCN(CC2)C(=O)OC(C)(C)C